F[C@@H]1[C@@H](C1)C(=O)NC=1N=CC2=CC(=NC=C2C1)C=1C=NC(=CC1C)C(CCC)O (1S,2S)-2-fluoro-N-(7-{6-[1-hydroxybutyl]-4-methylpyridin-3-yl}-2,6-naphthyridin-3-yl)cyclopropane-1-carboxamide